5-((3-cyclopropoxypyridin-2-yl)methyl)-7-((1r,4r)-4-(2-fluoro-6-methylphenyl)cyclohexyl)-3-methylpyrido[2,3-b]pyrazin-6(5H)-one C1(CC1)OC=1C(=NC=CC1)CN1C(C(=CC=2C1=NC(=CN2)C)C2CCC(CC2)C2=C(C=CC=C2C)F)=O